bicyclo[2.2.2]octane-1,4-dicarboxylic acid [4-(1-carbamimidoyl-1,2,3,6-tetrahydro-pyridin-4-yl)-phenyl]-amide (3-fluoro-4-guanidinomethyl-phenyl)-amide FC=1C=C(C=CC1CNC(=N)N)NC(=O)C12CCC(CC1)(CC2)C(=O)NC2=CC=C(C=C2)C=2CCN(CC2)C(N)=N